(Z)-4-((4-oxo-2-thioxo-3-(5-(trifluoromethyl)phenyl)thiazolidin-5-ylidene)methyl)benzoic acid O=C/1N(C(S\C1=C/C1=CC=C(C(=O)O)C=C1)=S)C1=CC=CC(=C1)C(F)(F)F